Bis((3-ethyl-5-methylhexane-3-yl)cyclopentadienyl)zirconium dichloride [Cl-].[Cl-].C(C)C(CC)(CC(C)C)C1(C=CC=C1)[Zr+2]C1(C=CC=C1)C(CC)(CC(C)C)CC